[NH4+].P([O-])([O-])[O-].[NH4+].[NH4+] phosphite ammonium salt